N,N-diphenyl-6-(4-phenylbut-3-en-2-yl)pyridine-3-amine C1(=CC=CC=C1)N(C=1C=NC(=CC1)C(C)C=CC1=CC=CC=C1)C1=CC=CC=C1